The molecule is a branched amino hexasaccharide, which is a constituent of human breast milk. It is an amino hexasaccharide and a glucosamine oligosaccharide. CC(=O)N[C@@H]1[C@H]([C@@H]([C@H](O[C@H]1OC[C@@H]2[C@@H]([C@@H]([C@H]([C@@H](O2)O[C@@H]3[C@H](OC([C@@H]([C@H]3O)O)O)CO)O)O[C@H]4[C@@H]([C@H]([C@@H]([C@H](O4)CO)O[C@H]5[C@@H]([C@H]([C@H]([C@H](O5)CO)O)O)O)O)NC(=O)C)O)CO)O[C@H]6[C@@H]([C@H]([C@H]([C@H](O6)CO)O)O)O)O